N-Benzyl-2-methoxyaniline C(C1=CC=CC=C1)NC1=C(C=CC=C1)OC